tert-butyl (2R,5S)-5-methyl-2-[2-[(3R)-1,5,5-trimethyl-3-piperidyl]indazol-6-yl]piperidine-1-carboxylate C[C@H]1CC[C@@H](N(C1)C(=O)OC(C)(C)C)C=1C=CC2=CN(N=C2C1)[C@H]1CN(CC(C1)(C)C)C